2-(1,3,4-thiadiazol-2-yl)-6-[3-({[2-(trifluoromethoxy)pyridin-3-yl]oxy}methyl)-piperidin-1-yl]pyrazine S1C(=NN=C1)C1=NC(=CN=C1)N1CC(CCC1)COC=1C(=NC=CC1)OC(F)(F)F